tert-butyl 6-(3''-fluoro-4''-(((2-hydroxyethyl)amino)methyl)-5''-methoxy-2,2'-dimethyl-[1,1':3',1''-terphenyl]-3-yl)-3,4-dihydroisoquinoline-2(1H)-carboxylate FC=1C=C(C=C(C1CNCCO)OC)C=1C(=C(C=CC1)C1=C(C(=CC=C1)C=1C=C2CCN(CC2=CC1)C(=O)OC(C)(C)C)C)C